2-(2-{2-[3-(1-acetylpiperidin-4-yl)-4-(2,6-difluoro-4-methylphenyl)-1H-indazol-1-yl]acetamido}acetamido)acetic acid C(C)(=O)N1CCC(CC1)C1=NN(C2=CC=CC(=C12)C1=C(C=C(C=C1F)C)F)CC(=O)NCC(=O)NCC(=O)O